N-((5-fluoro-2,3-dihydrobenzofuran-4-yl)methyl)-8-(trifluoromethyl)-6H-2,3,5a,9,12,13a-hexaazabenzo[4,5]cyclopenta[7,8]cycloocta[1,2,3-cd]inden-13-amine FC=1C=CC2=C(CCO2)C1CNC1=C2C(=C3C4=C(C=CN4CC=C3C(F)(F)F)C=3N1C=NN3)N=CC=N2